C(C)N1C[C@H]2[C@@H](CC1)CCN2C2=CC=C(N=N2)C2=C(C=C(C=C2C)C(F)(F)F)O 2-[6-[(3aS,7aR)-6-ethyl-3,3a,4,5,7,7a-hexahydro-2H-pyrrolo[2,3-c]pyridin-1-yl]pyridazin-3-yl]-3-methyl-5-(trifluoromethyl)phenol